5-((tert-butoxycarbonyl)(6-(2-cyanoethyl)-7-(2,3-dichlorophenyl)-8-fluoro-3-iodo-2-methylquinolin-4-yl)amino)-2-azabicyclo[2.1.1]hexane-2-carboxylate C(C)(C)(C)OC(=O)N(C1C2CN(C1C2)C(=O)[O-])C2=C(C(=NC1=C(C(=C(C=C21)CCC#N)C2=C(C(=CC=C2)Cl)Cl)F)C)I